Perfluorohexadecanoic acid FC(C(=O)O)(C(C(C(C(C(C(C(C(C(C(C(C(C(C(F)(F)F)(F)F)(F)F)(F)F)(F)F)(F)F)(F)F)(F)F)(F)F)(F)F)(F)F)(F)F)(F)F)(F)F)F